(5S)-2-[4-(cyclopropyloxy)phenyl]-5-phenyl-2,5,6,7-tetrahydro-3H-pyrrolo[2,1-c][1,2,4]triazol-3-one C1(CC1)OC1=CC=C(C=C1)N1N=C2N(C1=O)[C@@H](CC2)C2=CC=CC=C2